3,3'-((1,3,4-thiadiazole-2,5-diyl)bis(sulfanediyl))bis(1-((1,3,4-thiadiazole-2-yl)thio)propan-2-ol) S1C(=NN=C1SCC(CSC=1SC=NN1)O)SCC(CSC=1SC=NN1)O